Hydroxy-2,5-dimethyl-3(2H)-furanon CC1=CC(=O)C(O1)(C)O